methyl 2-[5-[3-[(1S)-2-(2-amino-5-bromo-anilino)-1-methyl-ethoxy]propyl]-1-methyl-pyrazol-4-yl]-6-methyl-pyridine-4-carboxylate NC1=C(NC[C@@H](OCCCC2=C(C=NN2C)C2=NC(=CC(=C2)C(=O)OC)C)C)C=C(C=C1)Br